N-(2-aminopropyl)aminoethyltrimethoxysilane ethyl-(E)-4-((4-chloro-3-cyclopropylphenyl)(methyl)amino)-4-oxobut-2-enoate C(C)OC(\C=C\C(=O)N(C)C1=CC(=C(C=C1)Cl)C1CC1)=O.NC(CNCC[Si](OC)(OC)OC)C